BrC1=NC(=CC2=CC=CC=C12)N(CC1=CC=C(C=C1)OC)CC1=CC=C(C=C1)OC 1-bromo-N,N-bis[(4-methoxyphenyl)methyl]isoquinolin-3-amine